N-cyclopentyl-2-[[5-[5-(trifluoromethyl)-1,2,4-oxadiazol-3-yl]-2-thienyl]methyl]pyrazole-3-carboxamide C1(CCCC1)NC(=O)C=1N(N=CC1)CC=1SC(=CC1)C1=NOC(=N1)C(F)(F)F